NC=1C=C(C(=NC1)C1=NC(=CC=C1)C)C=1C=CC=2N(C1)C(=CN2)C(=O)O 6-(5-amino-6'-methyl-[2,2'-bipyridin]-3-yl)imidazo[1,2-a]pyridine-3-carboxylic acid